C(C1=CC=CC=C1)OC(NC1(CNCC1)C)=O (3-methylpyrrolidin-3-yl)carbamic acid benzyl ester